4-(1-(3-fluoropyrido[3,2-e][1,2,4]triazolo[4,3-a]pyrimidin-5-yl)-1,2,3,4-tetrahydroquinolin-5-yl)-2-methylbut-3-yn-2-ol FC1=CC=2C(=NC=3N(C2N=C1)C=NN3)N3CCCC1=C(C=CC=C31)C#CC(C)(O)C